C(C)(C)(C)C1=CC=CC2=C(C3=CC=CC=C3C(=C12)OC(=O)CCCC)OC(=O)CCCC 1-tert-butyl-9,10-bis(n-butylcarbonyloxy)anthracene